isopropyl (Z)-5-(4-chlorophenyl)-7-methyl-2-(4-((2-methyl-1-(4-methylpiperazin-1-yl)-1-oxopropan-2-yl)oxy)benzylidene)-3-oxo-2,3-dihydro-5H-thiazolo[3,2-a]pyrimidine-6-carboxylate ClC1=CC=C(C=C1)C1C(=C(N=C2N1C(/C(/S2)=C/C2=CC=C(C=C2)OC(C(=O)N2CCN(CC2)C)(C)C)=O)C)C(=O)OC(C)C